COC1=C(C[C@H](N)C)C=C(C(=C1)I)OC R-(-)-2,5-dimethoxy-4-iodoamphetamine